Cl.Cl.N=1C(=CN2C1C=CC=C2)C(=O)N2CCC21CCNCC1 imidazo[1,2-a]pyridin-2-yl-(1,7-diazaspiro[3.5]nonan-1-yl)methanone dihydrochloride